Ethyl 2-(thiazol-4-ylmethyl)acrylate S1C=NC(=C1)CC(C(=O)OCC)=C